2-[1-[(4-methoxyphenyl)methyl]-5-nitro-pyrazol-3-yl]-1,3-benzoxazole COC1=CC=C(C=C1)CN1N=C(C=C1[N+](=O)[O-])C=1OC2=C(N1)C=CC=C2